NC1=CC=C(N=N1)C1CCN(CC1)C(=O)C1=CC(=C(C=C1)C=1C=NC(=CC1)OCC1C(C1)(F)F)OC [4-(6-Aminopyridazin-3-yl)-piperidin-1-yl]-{4-[6-(2,2-difluorocyclopropylmethoxy)-pyridin-3-yl]-3-methoxy-phenyl}-methanon